OC=1C(NN=C(C1)C1(CC1)C1=CC=CC=C1)=O 4-hydroxy-6-(1-phenylcyclopropyl)pyridazin-3(2H)-one